C[Mn]C1C=CC=C1 Methyl-cyclopentadienyl-Manganese